methyl 2-(3-methylimidazol-4-yl)-5H,6H,7H-cyclopenta[d]pyrimidine-4-carboxylate CN1C=NC=C1C=1N=C(C2=C(N1)CCC2)C(=O)OC